methyl heptafluoron-propyl ether FC(C(F)(F)OC)(C(F)(F)F)F